3,5-diiodotyrosine methyl ester COC([C@@H](N)CC1=CC(=C(C(=C1)I)O)I)=O